FC(C(C(C(C(C(C(C(F)(F)F)(F)F)(F)F)(F)F)(F)F)(F)F)(F)F)(S(=O)(=O)[O-])F perfluoro-n-octyl-sulfonate